CPCCC(=O)O 3-(methylphosphino)propionic acid